Cl.N1(CCCCC1)C1=CC=CC(=N1)CN (6-(piperidin-1-yl)pyridin-2-yl)methanamine hydrochloride